2-(2-cyclopropylphenoxy)propionic acid C1(CC1)C1=C(OC(C(=O)O)C)C=CC=C1